BrC=1C(=NNC1)C(=O)NCC(OC)OC 4-bromo-N-(2,2-dimethoxyethyl)-1H-pyrazole-3-carboxamide